C(#N)C1=C(N(N=C1C1=CC=C(C=C1)CC(=O)NC1=CC(=NO1)C(C(C)(C)C)(F)F)C(C)C)NC(OC(C)(C)C)=O tert-Butyl N-[4-cyano-5-[4-[2-[[3-(1,1-difluoro-2,2-dimethyl-propyl)isoxazol-5-yl]amino]-2-oxo-ethyl]phenyl]-2-isopropyl-pyrazol-3-yl]carbamate